6-((4-((3-Aminobicyclo[3.2.1]octan-8-yl)amino)-5-trifluoromethylpyrimidin-2-yl)amino)-2-methylisoquinolin-1(2H)-one NC1CC2CCC(C1)C2NC2=NC(=NC=C2C(F)(F)F)NC=2C=C1C=CN(C(C1=CC2)=O)C